O[C@@H]([C@@H](C(=O)N[C@@H](CC(C)C)B1OC(CN[C@@H](C(O1)=O)C)=O)NC(C1=NC(=CC=C1)C1=CC=CC=C1)=O)C N-((2S,3R)-3-hydroxy-1-(((R)-3-methyl-1-((R)-5-methyl-4,8-dioxo-1,3,6,2-dioxazaborocan-2-yl)butyl)amino)-1-oxobutan-2-yl)-6-phenylpicolinamide